3-(ethyl(methyl)amino)-4-((4-(5-(trifluoromethyl)-1,2,4-oxadiazol-3-yl)phenyl)amino)cyclobut-3-ene-1,2-dione C(C)N(C=1C(C(C1NC1=CC=C(C=C1)C1=NOC(=N1)C(F)(F)F)=O)=O)C